octanediol sodium phosphate P(=O)([O-])([O-])[O-].[Na+].C(CCCCCCC)(O)O.[Na+].[Na+]